O=C1N(CCC(N1)=O)C=1C=C(C(=O)NC2CCN(CC2)CC2CCN(CC2)C(=O)OC(C)(C)C)C=CC1OC tert-butyl 4-[[4-[[3-(2,4-dioxohexahydropyrimidin-1-yl)-4-methoxy-benzoyl]amino]-1-piperidyl]methyl]piperidine-1-carboxylate